OC[C@@]12C(C=C[C@H]1[C@@H]1CCC3CC(CC[C@]3(C)[C@H]1CC2)=O)=O hydroxyandrosten-3,17-dione